N1=C2C(OC=CC1)=NC=1C(=C2)C=CN1 2H-pyrrolo[3',2':5,6]pyrido[2,3-b][1,4]oxazepin